2-phenyl-3-(3,3,3-trifluoro-1-(thiophen-2-yl)propyl)-1H-indole-5-sulfonyl fluoride C1(=CC=CC=C1)C=1NC2=CC=C(C=C2C1C(CC(F)(F)F)C=1SC=CC1)S(=O)(=O)F